1-[4-[[3-(aminomethyl)-1-bicyclo[1.1.1]pentanyl]methoxy]phenyl]-3-[[2-(2,6-dioxo-3-piperidyl)-1-oxo-isoindolin-5-yl]methyl]urea NCC12CC(C1)(C2)COC2=CC=C(C=C2)NC(=O)NCC=2C=C1CN(C(C1=CC2)=O)C2C(NC(CC2)=O)=O